C(N)(=O)[C@H]1N2C(N([C@H](C=C1C1CC1)C2)O[C@H](C(=O)OCC)F)=O (2S)-ethyl 2-(((2S,5R)-2-carbamoyl-3-cyclopropyl-7-oxo-1,6-diazabicyclo[3.2.1]oct-3-en-6-yl)oxy)-2-fluoroacetate